N-[3-[[(2'S,4R)-2-ethyl-2'-methyl-spiro[6,7-dihydrothieno[3,2-c]pyran-4,4'-piperidin]-1'-yl]methyl]cyclobutyl]-2-hydroxy-ethanesulfonamide (trifluoroacetate) FC(C(=O)O)(F)F.C(C)C1=CC2=C(CCO[C@]23C[C@@H](N(CC3)CC3CC(C3)NS(=O)(=O)CCO)C)S1